2-methoxy-4-((pentan-3-yloxy)methyl)phenol COC1=C(C=CC(=C1)COC(CC)CC)O